4-chloro-2-(4-methoxynaphthalen-2-yl)aniline ClC1=CC(=C(N)C=C1)C1=CC2=CC=CC=C2C(=C1)OC